COC(NC1=CC=C(C=C1)C1=CN=C2N1C=C(C(=C2)C)C(N(C)C2=CC=C(C=C2)Cl)=O)=O.CN(C2=CC=C(C=C2)CC2=CC=C(N(C)C)C=C2)C tetramethyl-4,4'-methylenedianiline methyl-N-[4-[6-[(4-chlorophenyl)-methyl-carbamoyl]-7-methyl-imidazo[1,2-a]pyridin-3-yl]phenyl]carbamate